4-keto-butyric acid O=CCCC(=O)O